N1(N=CN=C1)CCNC=1C(=CC=C(C1)NC1=CC=CC=C1)C1=CC=CC=C1 N2-(2-(1H-1,2,4-triazol-1-yl)ethyl)-N4-phenylbiphenyl-2,4-diamine